C(C)(C)(C)OC(=O)N1C[C@@H]2CN([C@H](C1)C(C2)(C)C)C2=CC=C(C=C2)O (1S,5S)-6-(4-hydroxyphenyl)-9,9-dimethyl-3,6-diazabicyclo[3.2.2]nonane-3-carboxylic acid tert-butyl ester